C(C)N(C=1N=NC(=C(C1)C1=CC=NC=C1)C1=CC=CC=C1)CC N,N-diethyl-6-phenyl-5-(pyridin-4-yl)pyridazin-3-amine